N-(2-hydroxyethyl)hexanamide OCCNC(CCCCC)=O